4-(2-(3,5-difluorobenzyl)-1-((1r,4r)-4-methoxycyclohexyl)-1H-benzo[d]imidazol-5-yl)-3,5-dimethylisoxazole FC=1C=C(CC2=NC3=C(N2C2CCC(CC2)OC)C=CC(=C3)C=3C(=NOC3C)C)C=C(C1)F